trans-4-(2-Acetamidoacetamido)-N-(3-(2-cyclopropylthiazol-5-yl)phenyl)-N-((trans-4-(4-methoxy-3-methylphenyl)cyclohexyl)methyl)-cyclohexanecarboxamide C(C)(=O)NCC(=O)N[C@@H]1CC[C@H](CC1)C(=O)N(C[C@@H]1CC[C@H](CC1)C1=CC(=C(C=C1)OC)C)C1=CC(=CC=C1)C1=CN=C(S1)C1CC1